2-(2-fluoroanilino)-pyridinium FC1=C(NC2=[NH+]C=CC=C2)C=CC=C1